3-[5-(Prop-2-yl)-1,3-thiazol-2-yl]-5-[(3R)-tetrahydrofuran-3-ylmethoxy]-N-{(1R)-1-[2-(trifluoromethyl)pyrimidin-5-yl]ethyl}benzamide CC(C)C1=CN=C(S1)C=1C=C(C(=O)N[C@H](C)C=2C=NC(=NC2)C(F)(F)F)C=C(C1)OC[C@H]1COCC1